(R)-3-((6-(2-hydroxy-4-(prop-1-yn-1-yl)phenyl)-5-methylpyridazin-3-yl)amino)piperidine-1-carboxamidine trifluoroacetate FC(C(=O)O)(F)F.OC1=C(C=CC(=C1)C#CC)C1=C(C=C(N=N1)N[C@H]1CN(CCC1)C(=N)N)C